C(C=C)(=O)[O-].[Li+].B(F)(F)F boron trifluoride lithium acrylate